N1C=C(C2=CC=CC=C12)CCN1N=NN=C1 1-(2-(1H-indol-3-yl)ethyl)-1H-tetrazol